3-(1-methylcyclopropyl)-4-(pyrrolidin-3-yl)-1H-pyrazole CC1(CC1)C1=NNC=C1C1CNCC1